7-(((1S,5R)-3-methyl-3-azabicyclo[3.1.0]hexan-1-yl)ethynyl)-6-nitro-N-(4-phenoxyphenyl)quinazolin-4-amine CN1C[C@]2(C[C@H]2C1)C#CC1=C(C=C2C(=NC=NC2=C1)NC1=CC=C(C=C1)OC1=CC=CC=C1)[N+](=O)[O-]